6,7-dihydro-5H-pyrrolo[2,3-c]pyridazine N1=NC=CC2=C1NCC2